N-(5-(3-(9H-purin-6-yl)pyridin-2-ylamino)-2-fluorophenyl)-2-fluoro-5-(trifluoromethyl)benzamid N1=CN=C2NC=NC2=C1C=1C(=NC=CC1)NC=1C=CC(=C(C1)NC(C1=C(C=CC(=C1)C(F)(F)F)F)=O)F